(1H-indazol-6-yl)(2-methyl-3-phenyl-2,4,5,7-tetrahydro-6H-pyrazolo[3,4-c]pyridin-6-yl)methanone N1N=CC2=CC=C(C=C12)C(=O)N1CC=2C(CC1)=C(N(N2)C)C2=CC=CC=C2